N-(4-([1,2,4]triazolo[1,5-c]pyrimidin-7-yloxy)-3-methylphenyl)-6-methoxy-5-(7-methyl-2,7-diazaspiro[3.5]nonan-2-yl)quinazolin-4-amine N=1C=NN2C=NC(=CC21)OC2=C(C=C(C=C2)NC2=NC=NC1=CC=C(C(=C21)N2CC1(C2)CCN(CC1)C)OC)C